tert-butyl (3-(4-(4-((4-([1,1'-biphenyl]-3-yl)-5-chloropyrimidin-2-yl)amino)piperidine-1-carbonyl)piperidin-1-yl)-3-oxopropyl)carbamate C1(=CC(=CC=C1)C1=NC(=NC=C1Cl)NC1CCN(CC1)C(=O)C1CCN(CC1)C(CCNC(OC(C)(C)C)=O)=O)C1=CC=CC=C1